3-(3-pyridin-3-ylphenyl)-3-[4-(7H-pyrrolo[2,3-d]pyrimidin-4-yl)-1H-pyrazol-1-yl]propanenitrile N1=CC(=CC=C1)C=1C=C(C=CC1)C(CC#N)N1N=CC(=C1)C=1C2=C(N=CN1)NC=C2